N12CCN(C(CC1)CC2)C(=O)N2N=C(C1=C2[C@@H](CC1)C)C1=CC=C(C=C1)F R-(1,4-diazabicyclo[3.2.2]nonan-4-yl)(3-(4-fluorophenyl)-6-methyl-5,6-dihydrocyclopenta[c]pyrazol-1(4H)-yl)methanone